4-amino-5-chloro-2-methylbenzene NC1=CC(=CC=C1Cl)C